Br.Br.ClC=1C=C2CCC([C@H](C2=CC1)F)N[C@H](C(=O)NC=1N=CN(C1)C(C)(CNCC(C)(C)C)C)CCC (S)-2-(((S)-6-chlorofluoro-1,2,3,4-tetrahydronaphthalen-2-yl)amino)-N-(1-(2-methyl-(neopentylamino)propan-2-yl)-1H-imidazol-4-yl)pentanamide dihydrobromide